CC(C)N1N=NC2=C1C=CC(=C2)C=2OC=C(N2)C2=NC=CC=C2 1-(propan-2-yl)-5-[4-(pyridin-2-yl)-1,3-oxazol-2-yl]-1H-1,2,3-benzotriazole